ClC=1C=C2C=NN(C2=CC1N1CC(CC1)(O)C)C=1C=NN(C1)C1CC1 1-[5-chloro-1-(1-cyclopropyl-1H-pyrazol-4-yl)-1H-indazol-6-yl]-3-methylpyrrolidin-3-ol